(R)-N4-(1-(3-(difluoromethyl)-2-fluorophenyl)ethyl)-6-(4-isopropylpiperazin-1-yl)-2-methyl-N7-(oxetan-3-yl)pyrido[2,3-d]pyrimidine-4,7-diamine FC(C=1C(=C(C=CC1)[C@@H](C)NC=1C2=C(N=C(N1)C)N=C(C(=C2)N2CCN(CC2)C(C)C)NC2COC2)F)F